N[C@H](C=1N=C2N(N=CC(=C2)[C@@H](C2(CCC2)C#N)N2C(N[C@@H](C2)C(F)(F)F)=O)C1)C1CCC(CC1)(F)F 1-((S)-(2-((S)-Amino(4,4-difluorocyclohexyl)methyl)imidazo[1,2-b]pyridazin-7-yl)((S)-2-oxo-4-(trifluoromethyl)imidazolidin-1-yl)methyl)cyclobutane-1-carbonitrile